NS(=O)(=O)O Amino-sulfonic acid